[Se].C[Si](C)C.C[Si](C)C.C[Si](C)C tri(trimethylsilicon) selenium